6-nitroquinoxaline-2,3-diol [N+](=O)([O-])C=1C=C2N=C(C(=NC2=CC1)O)O